1,3-bis((2,2-dimethyl-1,3-dioxan-5-yl)oxy)propan-2-ol CC1(OCC(CO1)OCC(COC1COC(OC1)(C)C)O)C